C(CS(=O)(=O)[O-])S(=O)(=O)[O-].C1(=CC=CC=C1)[S+](C1=CC=CC=C1)C1=CC=CC=C1.C1(=CC=CC=C1)[S+](C1=CC=CC=C1)C1=CC=CC=C1 bis(triphenyl-sulfonium) ethanedisulfonate